pyrazole-5(1H)-carboxamide N1N=CC=C1C(=O)N